methacryloxybutyl-diethoxymethyl-silane C(C(=C)C)(=O)OCCCC[SiH2]C(OCC)OCC